C(C)(C)(C)OC(=O)N(C)CC1=[N+](C=CC(=C1)C(=O)O)[O-] 2-{[(tert-butoxycarbonyl)(methyl)amino]methyl}-4-carboxypyridin-1-ium-1-olate